(S)-2-amino-3-(tert-butyloxycarbonylamino)-3-methylbutanoate N[C@H](C(=O)[O-])C(C)(C)NC(=O)OC(C)(C)C